1-{8-[(5-amino-1-{6-[(2,6-difluorophenyl)oxy]-4-methylpyridin-3-yl}pyrazol-4-yl)carbonyl]-2,3,4,7-tetrahydro-1H-pyrrolo[2,3-H]isoquinolin-2-yl}-2-(dimethylamino)ethan-1-one NC1=C(C=NN1C=1C=NC(=CC1C)OC1=C(C=CC=C1F)F)C(=O)C1=CC=2C(=CC=C3CCN(CC23)C(CN(C)C)=O)N1